4-bromo-3-(trifluoromethoxy)aniline BrC1=C(C=C(N)C=C1)OC(F)(F)F